3,3,5-trimethyl-5-(isocyanatomethyl)cyclohexyl isocyanate CC1(CC(CC(C1)(CN=C=O)C)N=C=O)C